C[NH+](C)[C@H]1[C@@H]2C[C@@H]3CC4=C(C=CC(=C4C(=C3C(=O)[C@@]2(C(=C(C1=O)C(=O)N)[O-])O)O)O)N(C)C The molecule is a zwitterion obtained by transfer of a proton from the 2-hydroxy group to the 1-amino group of minocycline. It is the major microspecies at pH 7.3 (according to Marvin v 6.2.0.). It is a zwitterion and an a tetracycline zwittterion. It is a conjugate acid of a minocycline(1-). It is a tautomer of a minocycline.